C(N)(OC(C(=O)NC=1C=C2C(=CN(C2=CC1)CC(=O)N(C1CC1)CC(=O)NCC1=C(C(=CC=C1)Cl)F)C(C)=O)C(C)(C)C)=O (tert-butyl 2-((3-acetyl-1-(2-((2-((3-chloro-2-fluorophenylmethyl) amino)-2-oxoethyl) (cyclopropyl) amino)-2-oxoethyl)-1H-indol-5-yl) amino)-2-oxoethyl) carbamate